1-[6-(trifluoromethyl)pyridin-3-yl]-1H-pyrazole-4-carboxylic acid ethyl ester C(C)OC(=O)C=1C=NN(C1)C=1C=NC(=CC1)C(F)(F)F